COC1=CC=C(C=N1)[C@@H](CC(=O)O)C=1C=NN(C1)CCCCC1=NC=2NCCCC2C=C1 |r| (±)-3-(6-methoxypyridin-3-yl)-3-(1-(4-(5,6,7,8-tetrahydro-1,8-naphthyridin-2-yl)butyl)-1H-pyrazol-4-yl)propionic acid